(1s,4s)-4-(8-(4-cyano-2,6-difluorophenylamino)-2-(cyclobutylamino)-9H-purin-9-yl)cyclohexanecarboxamide C(#N)C1=CC(=C(C(=C1)F)NC=1N(C2=NC(=NC=C2N1)NC1CCC1)C1CCC(CC1)C(=O)N)F